chlorophenyl-N5-lauryl-biguanide ClN(C(=N)NC(=N)NCCCCCCCCCCCC)C1=CC=CC=C1